3,3-dimethyl-6-(5H-pyrrolo[2,3-d]pyrimidin-7(6H)-yl)-2,3-dihydroimidazo-[1,5-a]pyridine-1,5-dione CC1(NC(C=2N1C(C(=CC2)N2CCC1=C2N=CN=C1)=O)=O)C